ClC1=C(C(=O)N2COC3=C(C2)C=CC=C3C3=CC(=C(C(=O)O)C=C3F)N3C2COCC3CC2)C(=CC(=C1)N1CC(C1)(F)C#N)Cl 4-[3-[2,6-Dichloro-4-(3-cyano-3-fluoroazetidin-1-yl)benzoyl]-2,4-dihydro-1,3-benzoxazin-8-yl]-5-fluoro-2-(3-oxa-8-azabicyclo[3.2.1]oct-8-yl)benzoic acid